5-(imidazo[1,2-a]pyridin-6-yl)-N-((1-(trifluoromethyl)cyclopropyl)methyl)pyrrolo[2,1-f][1,2,4]triazin-2-amine N=1C=CN2C1C=CC(=C2)C=2C=CN1N=C(N=CC12)NCC1(CC1)C(F)(F)F